7-(hex-5-yn-1-yl)-5-hydroxy-2-methyl-2-(4-methylpent-3-en-1-yl)-2H-chromene-6-carboxylic acid C(CCCC#C)C1=C(C(=C2C=CC(OC2=C1)(CCC=C(C)C)C)O)C(=O)O